3-[(3-methyloxetan-3-yl)methoxy]propanenitrile CC1(COC1)COCCC#N